BrC=1C=C(C(=NC1)NC1CCN(CC1)C(=O)OC(C)(C)C)[N+](=O)[O-] tert-Butyl 4-((5-bromo-3-nitropyridin-2-yl)amino)piperidine-1-carboxylate